FC1=CC=C(C(=C1C=O)OC)C(C(F)(F)F)OC 6-Fluoro-2-methoxy-3-(2,2,2-trifluoro-1-methoxyethyl)benzaldehyde